(S)-3-(2-aminobenzo[d]oxazol-5-yl)-1-(4-methylpentan-2-yl)-1H-pyrazolo[3,4-d]pyrimidine-4,6-diamine NC=1OC2=C(N1)C=C(C=C2)C2=NN(C1=NC(=NC(=C12)N)N)[C@@H](C)CC(C)C